O(C1=CC=CC=C1)C1=CC=C(C=C1)OC(=O)N1CCC(CC1)C 4-methylpiperidine-1-carboxylic acid 4-phenoxyphenyl ester